N-[3-chloro-4-[4-(piperidine-4-carbonyl)piperazine-1-carbonyl]phenyl]-1-methyl-5-[1-[4-(methylamino)pyrimidin-2-yl]-3-(trifluoromethyl)pyrazol-4-yl]imidazole-2-carboxamide ClC=1C=C(C=CC1C(=O)N1CCN(CC1)C(=O)C1CCNCC1)NC(=O)C=1N(C(=CN1)C=1C(=NN(C1)C1=NC=CC(=N1)NC)C(F)(F)F)C